NC=1C(=C(C=CC1)C=1SC(=CN1)C(=O)N1CCN(CC1)C(=O)[O-])OC 4-(2-(3-Amino-2-methoxyphenyl)thiazole-5-carbonyl)piperazine-1-carboxylate